P(=O)(O)(O)[O-].[K+] Potassium dihydrogenphosphate